potassium monostearyl phosphate P(=O)(OCCCCCCCCCCCCCCCCCC)([O-])[O-].[K+].[K+]